2-(trifluoromethyl)isonicotinic acid FC(C=1C=C(C(=O)O)C=CN1)(F)F